FC=1C=C(CCNC(C(=O)O)=O)C=CC1 2-((3-fluorophenethyl)amino)-2-oxoacetic acid